ClC1=NC2=C(C=CC=C2C(N1C)=O)OC1CC2(CN(C2)CCCC2=CC=3N(C=C2F)C=NN3)C1 chloro-8-((2-(3-(6-fluoro-[1,2,4]triazolo[4,3-a]pyridin-7-yl)propyl)-2-azaspiro[3.3]heptan-6-yl)oxy)-3-methylquinazolin-4(3H)-one